2-azidobenzoic acid N(=[N+]=[N-])C1=C(C(=O)O)C=CC=C1